OC1=CC=C2[C@@H](C3(O[C@H](C2=C1)C)CCCCC3)C3=CC=C(C=C3)N3CCC(CC3)CN3CCN(CC3)C=3C=C1CN(C(C1=CC3)=O)[C@@H]3C(NC(CC3)=O)=O (S)-3-(5-(4-((1-(4-((1'S,4'S)-7'-hydroxy-1'-methylspiro[cyclohexane-1,3'-isochroman]-4'-yl)phenyl)piperidin-4-yl)methyl)piperazin-1-yl)-1-oxoisoindolin-2-yl)piperidine-2,6-dione